((1-(2-(2-(2,6-dioxopiperidin-3-yl)-1,3-dioxoisoindol-4-yl)piperidin-4-yl)methyl)piperazin-1-yl)3-oxopropanamide O=C1NC(CCC1N1C(C2=CC=CC(=C2C1=O)C1NCCC(C1)CC1N(CCNC1)C(C(=O)N)C=O)=O)=O